2-(3-(((4-((1-(6-(pyridazin-4-yl)-1H-indazol-4-yl)azetidin-3-yl)oxy)butyl)amino)methyl)-5-(trifluoromethoxy)phenyl)acetonitrile N1=NC=C(C=C1)C1=CC(=C2C=NNC2=C1)N1CC(C1)OCCCCNCC=1C=C(C=C(C1)OC(F)(F)F)CC#N